2-Pyridyl sulfide N1=C(C=CC=C1)SC1=NC=CC=C1